[N].C(#N)C1=CC=NC=C1 4-Cyanopyridine nitrogen